ClC1=NC=C2C=C(C=3N(C2=C1)C=C(N3)C#N)C=3C=NC(=CC3C)C(CC)=O 8-chloro-4-(4-methyl-6-propionylpyridin-3-yl)imidazo[1,2-a][1,6]naphthyridine-2-carbonitrile